diphenoxyisobutoxyphosphine methyl-6-[(1R)-1-methylpent-4-enoxy]-3-nitro-5-(trifluoromethyl)pyridine-2-carboxylate COC(=O)C1=NC(=C(C=C1[N+](=O)[O-])C(F)(F)F)O[C@@H](CCC=C)C.O(C1=CC=CC=C1)P(OCC(C)C)OC1=CC=CC=C1